C(C)(C)(C)NC(C(=O)N1[C@@H]([C@@H]2[C@H](C1)CC(C2)(F)F)C(=O)N[C@@H](C[C@H]2C(NCC2)=O)C(COC(F)(F)F)=O)=O (1S,3ar,6as)-2-(2-(tert-butylamino)-2-oxoacetyl)-5,5-difluoro-N-((S)-3-oxo-1-((S)-2-oxopyrrolidin-3-yl)-4-(trifluoromethoxy)butan-2-yl)octahydrocyclopenta[c]pyrrole-1-carboxamide